4-[2-chloro-4-[[3-[1-(2-cyanoethyl)-3-(trifluoromethyl)pyrazol-4-yl]imidazo[1,2-a]pyrazin-8-yl]amino]benzoyl]-N-[(3R)-pyrrolidin-3-yl]piperazine-1-carboxamide ClC1=C(C(=O)N2CCN(CC2)C(=O)N[C@H]2CNCC2)C=CC(=C1)NC=1C=2N(C=CN1)C(=CN2)C=2C(=NN(C2)CCC#N)C(F)(F)F